4-(3-(3-(4-tert-butoxy-4-oxobutyrylamino)phenyl)-3-oxopropyl)piperazine-1-carboxylic acid tert-butyl ester C(C)(C)(C)OC(=O)N1CCN(CC1)CCC(=O)C1=CC(=CC=C1)NC(CCC(=O)OC(C)(C)C)=O